rac-(1S,2r,3r,5r)-3-(benzylamino)-2-fluoro-1,5-dimethyl-8-azabicyclo[3.2.1]octane-8-carbamic acid tert-butyl ester C(C)(C)(C)OC(NN1[C@@]2([C@@H]([C@@H](C[C@]1(CC2)C)NCC2=CC=CC=C2)F)C)=O |r|